C(C)(C)(C)C1=CC=C(C=C1)N[C@@H](C)C(=O)O (4-(tert-butyl)phenyl)alanine